2-((1H-pyrrolo[2,3-b]pyridin-5-yl)oxy)-4-(4-((6-(4-chloro-phenyl)spiro[3.5]non-6-en-7-yl)methyl)piperazin-1-yl)-N-((4-ethynyl-3-nitrophenyl)sulfonyl)benzamide N1C=CC=2C1=NC=C(C2)OC2=C(C(=O)NS(=O)(=O)C1=CC(=C(C=C1)C#C)[N+](=O)[O-])C=CC(=C2)N2CCN(CC2)CC2=C(CC1(CCC1)CC2)C2=CC=C(C=C2)Cl